C(C)C1=C(C(C2=C(N1)COC2=O)C2=CC(=CC=C2)[N+](=O)[O-])C(=O)OCC ethyl 2-ethyl-4-(3-nitrophenyl)-5-oxo-1,4,5,7-tetrahydrofuro[3,4-b]pyridin-3-carboxylate